5-chloro-N-(3-cyano-4-fluorophenyl)-2-(4,4-difluoroazepan-1-yl)-6-(trifluoromethyl)nicotinamide ClC=1C(=NC(=C(C(=O)NC2=CC(=C(C=C2)F)C#N)C1)N1CCC(CCC1)(F)F)C(F)(F)F